ClC1=C(OC=2C(=NC=CC2)OCC(=O)OCC2=NC=CC=C2)C=C(C(=C1)F)N1C(N(C(=CC1=O)C(F)(F)F)C)=O pyridin-2-ylmethyl [(3-{2-chloro-4-fluoro-5-[3-methyl-2,6-dioxo-4-(trifluoromethyl)-3,6-dihydropyrimidin-1(2H)-yl]phenoxy}pyridin-2-yl)oxy]acetate